N=1C=NN2C1C=CC(=C2)C=2C=C(C=CC2C)NC(=O)[C@@H]2C[C@@H](C2)C2CC2 cis-N-(3-([1,2,4]triazolo[1,5-a]pyridin-6-yl)-4-methylphenyl)-3-cyclopropylcyclobutanecarboxamide